N[C@@H](CO)C(F)(F)C1=C(C=2N=NN=C(C2S1)NCC1=CC=NC=C1)Br (S)-2-amino-3-(7-bromo-4-((pyridin-4-ylmethyl)amino)thieno[3,2-d][1,2,3]triazin-6-yl)-3,3-difluoropropan-1-ol